antimony penta(isooctyl thioglycolate) C(CCCCC(C)C)C(C(=O)[O-])S.C(CCCCC(C)C)C(C(=O)[O-])S.C(CCCCC(C)C)C(C(=O)[O-])S.C(CCCCC(C)C)C(C(=O)[O-])S.C(CCCCC(C)C)C(C(=O)[O-])S.[Sb+5]